5-bromo-N,N-dimethyl-pyrazin-2-amine BrC=1N=CC(=NC1)N(C)C